2,4-dichlorotrichlorotoluene ClC1=C(C(Cl)(Cl)Cl)C=CC(=C1)Cl